2-(4-(6-bromo-3,5-difluoropyridin-2-yl)-2-fluorobenzyl)-1-(2-methoxyethyl)-1H-benzo[d]Imidazole-6-carboxylic acid methyl ester COC(=O)C=1C=CC2=C(N(C(=N2)CC2=C(C=C(C=C2)C2=NC(=C(C=C2F)F)Br)F)CCOC)C1